6-(1-(fluoromethyl)cyclopropyl)-4-hydroxy-2-methylpyridine FCC1(CC1)C1=CC(=CC(=N1)C)O